N4-(2,2-dimethyl-3-oxo-4H-benz[1,4]oxazin-6-yl)-2,4-pyrimidinediamine CC1(OC2=C(NC1=O)C=C(C=C2)NC2=NC(=NC=C2)N)C